5-bromo-indan-1-one BrC=1C=C2CCC(C2=CC1)=O